7-Fluoro-3-(4-isopropyl-3,5-dimethoxyphenyl)cinnoline FC1=CC=C2C=C(N=NC2=C1)C1=CC(=C(C(=C1)OC)C(C)C)OC